n-methoxy-2,2-dimethylphenylacetamide CONC(CC1C(C=CC=C1)(C)C)=O